2-chloro-N-(4-((dimethylamino)methyl)benzyl)-5-((1-methyl-1H-pyrazol-4-yl)ethynyl)pyridin-4-amine ClC1=NC=C(C(=C1)NCC1=CC=C(C=C1)CN(C)C)C#CC=1C=NN(C1)C